(R)-1-((2-(fluoromethyl)-2H-tetrazol-5-yl)(phenyl)methyl)piperazine FCN1N=C(N=N1)[C@H](N1CCNCC1)C1=CC=CC=C1